7-[[6-(diethylaminomethyl)-5-tetrahydrofuran-3-yl-2-pyridyl]amino]-4-(7-fluoroimidazo[1,2-a]pyridin-3-yl)isoindolin-1-one C(C)N(CC)CC1=C(C=CC(=N1)NC=1C=CC(=C2CNC(C12)=O)C1=CN=C2N1C=CC(=C2)F)C2COCC2